(S,Z)-2-(4-(7-(8-chloro-7-fluoronaphthalen-1-yl)-8-fluoro-2-methoxypyrido[4,3-d]pyrimidin-4-yl)-1-(3-(2,6-dimethylpyrimidin-4-yl)-2-fluoroacryloyl)piperazin-2-yl)acetonitrile ClC=1C(=CC=C2C=CC=C(C12)C1=C(C=2N=C(N=C(C2C=N1)N1C[C@@H](N(CC1)C(/C(=C/C1=NC(=NC(=C1)C)C)/F)=O)CC#N)OC)F)F